eicosyl azelate C(CCCCCCCC(=O)[O-])(=O)OCCCCCCCCCCCCCCCCCCCC